ClC1=CC(=C2C(=N1)C(=CS2)C#N)NCC=2SC=CC2 5-chloro-7-((thiophen-2-ylmethyl)amino)thieno[3,2-b]pyridine-3-carbonitrile